FC(CNC(C1=C(C=CC=C1OC)F)=O)(C(O)C1=CC=C(C=C1)F)F N-(2,2-difluoro-3-(4-fluorophenyl)-3-hydroxypropyl)-2-fluoro-6-methoxybenzamide